5-(4-((4'-chloro-5,5-dimethyl-3,4,5,6-tetrahydro-[1,1'-biphenyl]-2-yl)methyl)-3,5-dimethylpiperazine-1-carbonyl)-2-(2,6-dioxopiperidin-3-yl)isoindoline-1,3-dione ClC1=CC=C(C=C1)C1=C(CCC(C1)(C)C)CN1C(CN(CC1C)C(=O)C=1C=C2C(N(C(C2=CC1)=O)C1C(NC(CC1)=O)=O)=O)C